C(C)O[Si](CCCCCC)(OCC)OCC triethoxy(n-hexyl)silane